CC1=C(C=2N(C=C1C1=C(C=3N=C(SC3N1)N1C(CN(CC1)C1CCOCC1)C)C(C)C)N=CN2)C 5-(7,8-dimethyl-[1,2,4]triazolo[1,5-a]pyridin-6-yl)-6-isopropyl-2-(2-methyl-4-(tetrahydro-2H-pyran-4-yl)piperazin-1-yl)-4H-pyrrolo[3,2-d]thiazole